(S)-5-(Azetidin-2-ylmethoxy)-2-methyl-N-(1-(2-methyl-7-(thiazol-2-yl)quinolin-5-yl)cyclopropyl)benzamide N1[C@@H](CC1)COC=1C=CC(=C(C(=O)NC2(CC2)C2=C3C=CC(=NC3=CC(=C2)C=2SC=CN2)C)C1)C